ClC=1C(N(C(=CC1OCC1=NC=CC=C1C)C)C1=CC(=NC=C1C)N1C(C(=CC=C1)C(C)(C)O)=O)=O 3''-chloro-4''-((3-methylpyridin-2-yl)methoxy)-3-(2-hydroxypropan-2-yl)-5',6''-bisMethyl-2H,2''H-[1,2':4',1''-terpyridine]-2,2''-dione